C(C)(=O)NCC1CCC(CC1)C(=O)NC 4-(acetamidomethyl)-N-methylcyclohexane-1-carboxamide